C(C1=CC=CC=C1)OCCC1CC2(C1)CCN(CC2)C(=O)OC(C)(C)C tert-butyl 2-(2-(benzyloxy) ethyl)-7-azaspiro[3.5]nonane-7-carboxylate